methyl 3-(6-bromo-4-methylpyridin-2-yl)-3,8-diazabicyclo[3.2.1]octane-8-carboxylate BrC1=CC(=CC(=N1)N1CC2CCC(C1)N2C(=O)OC)C